CIS-2-FLUORO-CYCLOPROPANECARBOXYLIC ACID F[C@@H]1[C@@H](C1)C(=O)O